(R)-10-((5-chloro-2-((3S,5R)-4,4-difluoro-3,5-dimethylpiperidin-1-yl)pyrimidin-4-yl)amino)-2-cyclopropyl-7-methyl-1,2,3,4-tetrahydro-[1,4]oxazepino[2,3-c][1,8]naphthyridin-6(7H)-one ClC=1C(=NC(=NC1)N1C[C@@H](C([C@@H](C1)C)(F)F)C)NC1=CC=2C3=C(C(N(C2N=C1)C)=O)OCC[C@@H](N3)C3CC3